N1C(=NC2=C1C=CC=C2)C2=CC=CCN2C2CN(CC2)C(=O)C2=NC(=NC=C2)NC2=NC=CC=C2 6-(1H-benzo[d]imidazol-2-yl)-N-(1-(2-(pyridin-2-ylamino)pyrimidin-4-carbonyl)pyrrolidin-3-yl)pyridine